FC1=C(C(=C(C(=C1F)F)F)F)[B-](C1=C(C(=C(C(=C1F)F)F)F)F)(C1=C(C(=C(C(=C1F)F)F)F)F)C1=C(C(=C(C(=C1F)F)F)F)F.[IH2+] iodonium tetrakis(2,3,4,5,6-pentafluorophenyl)borate